ClC1=CC=C(CN2CC(CCCC2)C2=CC=NC=3N2N=C(C3CNCC3CCOCC3)C)C=C1 1-(7-(1-(4-Chlorobenzyl)azepan-3-yl)-2-methylpyrazolo[1,5-a]pyrimidin-3-yl)-N-((tetrahydro-2H-pyran-4-yl)methyl)methanamine